COC(CCCCCCOCC(COCCCCCCCC\C=C/CCCCCCCC)N(C)C)=O (Z)-methyl-7-(2-(dimethylamino)-3-(octadec-9-en-1-yloxy)propoxy)heptanoate